BrC=1N(N=C2C(=NC=CC21)OC)C bromo-7-methoxy-2-methyl-pyrazolo[3,4-c]pyridine